N-(2-carbonyl-1,2-dihydropyridin-4-yl)-4-(trifluoromethyl)benzamide C(=O)=C1NC=CC(=C1)NC(C1=CC=C(C=C1)C(F)(F)F)=O